O=C(CO)O oxo-1,2-ethylene glycol